C(C)(=O)C=1C=CC(=NC1)COC1=CC=CC(=N1)C1CCN(CC1)CC1=NC2=C(N1C[C@H]1OCC1)C=C(C=C2)C(=O)O (S)-2-((4-(6-((5-acetylpyridine-2-yl)methoxy)pyridin-2-yl)piperidin-1-yl)methyl)-1-(oxetan-2-ylmethyl)-1H-benzo[d]imidazole-6-carboxylic acid